2-methyl-1-((2-methyldec-1-en-1-yl)oxy)dec-1-ene CC(=COC=C(CCCCCCCC)C)CCCCCCCC